FC1=CC=C(CN2C(C(=CC3=CC(=CN=C23)C(C)C)C(=O)O)=O)C=C1 1-(4-fluorobenzyl)-6-isopropyl-2-oxo-1,2-dihydro-1,8-naphthyridine-3-carboxylic acid